(-)-3-(5-chloro-2-hydroxyphenyl)-1,3-dihydro-3-hydroxy-6-(trifluoromethyl)-2H-indol-2-one ClC=1C=CC(=C(C1)C1(C(NC2=CC(=CC=C12)C(F)(F)F)=O)O)O